3-(hydroxymethyl)-4-isopropoxybenzaldehyde OCC=1C=C(C=O)C=CC1OC(C)C